OC1(CCCC1)C=1NC(C=2SC(=C3OCCCC1C23)C=2C=NNC2)=O 5-(1-hydroxycyclopentyl)-1-(1H-pyrazol-4-yl)-4,6,7,8-tetrahydro-3H-9-oxa-2-thia-4-azabenzo[cd]azulen-3-one